diisopropyl 7-methyl-bicyclo[2.2.2]oct-5-ene-2,3-dicarboxylate CC1C2C(C(C(C=C2)C1)C(=O)OC(C)C)C(=O)OC(C)C